N1(N=NC=C1)CCC(=O)N1C[C@@H](CCC1)C1=CC(=C2C=C(NC2=C1F)C(=O)N(C)C)B1OC(C(O1)(C)C)(C)C (S)-6-(1-(3-(1H-1,2,3-triazol-1-yl)propanoyl)piperidin-3-yl)-7-fluoro-N,N-dimethyl-4-(4,4,5,5-tetramethyl-1,3,2-dioxaborolan-2-yl)-1H-indole-2-carboxamide